FC(C(=O)O)(F)F.FC1(C(C1)C=1C=NN2C1N=C(N=C2NCC2=NC(=NN2)C2=C(C=CC=C2)OC)N2CCNCC2)F 8-(2,2-difluorocyclopropyl)-N-{[3-(2-methoxyphenyl)-1H-1,2,4-triazol-5-yl]methyl}-2-(piperazin-1-yl)pyrazolo[1,5-a][1,3,5]triazin-4-amine trifluoroacetate